O(CC=CC(=O)[O-])CC=CC(=O)[O-] [oxybis(methylene)]bis-2-propenoate